(E)-4,5-dibromo-1,5-diphenylpent-1-en-3-one BrC(C(/C=C/C1=CC=CC=C1)=O)C(C1=CC=CC=C1)Br